FC=1C=C(N(C1C=O)COCC[Si](C)(C)C)C(=O)OC methyl 4-fluoro-5-formyl-1-{[2-(trimethylsilyl)ethoxy]methyl}-1H-pyrrole-2-carboxylate